nonyl phenyl-sulfonate disodium succinate C(CCC(=O)[O-])(=O)[O-].[Na+].[Na+].C1(=CC=CC=C1)S(=O)(=O)OCCCCCCCCC